C1(=CC(=CC=C1)C[C@@H]1N(CC[C@@H]1NS(=O)(=O)COC)C(=O)C1CCC1)C1=CC=CC=C1 N-((2S,3S)-2-(biphenyl-3-ylmethyl)-1-(cyclobutylcarbonyl)pyrrolidin-3-yl)-1-methoxymethanesulfonamide